CC=1N=NN(C1C=1C=2N(N=C(C1)N1[C@@H](COCC1)C)C(=NC2C)C2=CC(=NN2C2OCCCC2)C)C (3R)-4-[4-(dimethyl-1H-1,2,3-triazol-5-yl)-5-methyl-7-[3-methyl-1-(oxan-2-yl)-1H-pyrazol-5-yl]imidazo[1,5-b]pyridazin-2-yl]-3-methylmorpholine